anti-deoxypyridinol N1=CC=CC=C1